3,3'-dimethylbiphenyl-4,4'-Diformaldehyde CC=1C=C(C=CC1C=O)C1=CC(=C(C=C1)C=O)C